5-chloro-7-fluoro-2-(3-fluorophenyl)[1,2,4]triazolo[1,5-c]quinazoline ClC1=NC=2C(=CC=CC2C=2N1N=C(N2)C2=CC(=CC=C2)F)F